ClC1=CC(=C(C=N1)C1=NC=C(C=C1)C#N)NC1=NC(=NC(=C1)C)C(C)(F)F 6'-Chloro-4'-((2-(1,1-difluoroethyl)-6-methylpyrimidin-4-yl)amino)-[2,3'-bipyridine]-5-carbonitrile